1-(5-((7-cyano-2,3-dihydrobenzo[b][1,4]dioxin-5-yl)amino)-7-(methylamino)pyrazolo[1,5-a]pyrimidin-3-yl)-3-((1R,2S)-2-fluorocyclopropyl)urea C(#N)C=1C=C(C2=C(OCCO2)C1)NC1=NC=2N(C(=C1)NC)N=CC2NC(=O)N[C@H]2[C@H](C2)F